The molecule is a catechin with (2R,3R)-configuration. It has a role as an antioxidant. It is a polyphenol and a catechin. It is an enantiomer of a (+)-epicatechin. C1[C@H]([C@H](OC2=CC(=CC(=C21)O)O)C3=CC(=C(C=C3)O)O)O